ClC1=CC(=NC(=C1O)Cl)C(=O)NC1=C2C(N(C(=NC2=C(C=C1)C)C)CC=1C(=NC=CC1)C(F)(F)F)=O 4,6-dichloro-N-(2,8-dimethyl-4-oxo-3-((2-(trifluoromethyl)pyridin-3-yl)methyl)-3,4-dihydroquinazolin-5-yl)-5-hydroxypicolinamide